(2R)-4-cyano-N-(1-(4-cyanopyridin-2-yl)pyrrolidin-3-yl)morpholine-2-carboxamide C(#N)N1C[C@@H](OCC1)C(=O)NC1CN(CC1)C1=NC=CC(=C1)C#N